1-(3-bromophenyl)-3-(3-chloro-5-methoxyphenyl)urea BrC=1C=C(C=CC1)NC(=O)NC1=CC(=CC(=C1)OC)Cl